C(\C=C\CCCC)O (2E)-2-hepten-1-ol